C(CCCCC(C)C)/C(/C(=O)[O-])=C/C(=O)[O-].C(CCCCC(C)C)/C(/C(=O)[O-])=C/C(=O)[O-].C(CCC)[Sn+4]CCCC dibutyltin di(isooctylmaleate)